2-[2-Cyclopropyl-5-(ethylsulfonyl)-1-methyl-1H-imidazol-4-yl]-6,6,7,7-tetrafluoro-1-methyl-6,7-dihydro-1H-[1,4]dioxino[2,3-f]benzimidazole C1(CC1)C=1N(C(=C(N1)C1=NC2=C(N1C)C=C1C(=C2)OC(C(O1)(F)F)(F)F)S(=O)(=O)CC)C